2-(4-(4-(2-amino-2-oxoethoxy)-3-chlorophenyl)-5-isobutylthiazol-2-ylamino)-5-(thiophen-2-yl)nicotinic acid NC(COC1=C(C=C(C=C1)C=1N=C(SC1CC(C)C)NC1=C(C(=O)O)C=C(C=N1)C=1SC=CC1)Cl)=O